5-(3-oxo-3-phenylpropylamino)-4-trifluoromethylpyridazin-3(2H)-one O=C(CCNC1=C(C(NN=C1)=O)C(F)(F)F)C1=CC=CC=C1